1H-pyrrolo[3,2-c]quinolin N1C=CC=2C=NC=3C=CC=CC3C21